3,3-bis(4-cyanatophenyl)-2,2-dimethylpentane O(C#N)C1=CC=C(C=C1)C(C(C)(C)C)(CC)C1=CC=C(C=C1)OC#N